CN(C1=NC=2N(C=C1O[C@H](C(C)(O)C)C)N=CC2I)C |o1:9| (S*)-3-((5-(dimethylamino)-3-iodopyrazolo[1,5-a]pyrimidin-6-yl)oxy)-2-methylbutan-2-ol